(S)-(4-(1H-benzo[d]imidazol-2-yl)-6,7-dihydro-1H-imidazo[4,5-c]pyridin-5(4H)-yl)(4-methyloxazol-5-yl)methanone N1C(=NC2=C1C=CC=C2)[C@H]2N(CCC1=C2N=CN1)C(=O)C1=C(N=CO1)C